N-(3-methylbut-2-en-1-yl)-N-(1,3-dimethyl-2,4-dioxo-1,2,3,4-tetrahydropyrimidin-5-yl)-3-(4-(4-methylbenzoyl)piperazin-1-yl)propionamide CC(=CCN(C(CCN1CCN(CC1)C(C1=CC=C(C=C1)C)=O)=O)C=1C(N(C(N(C1)C)=O)C)=O)C